Hexyl (E)-3-(3-methylquinolin-7-yl)acrylate CC=1C=NC2=CC(=CC=C2C1)/C=C/C(=O)OCCCCCC